N-benzoyl-N-(3-chloro-4-fluorophenyl)-D-alanine C(C1=CC=CC=C1)(=O)N([C@H](C)C(=O)O)C1=CC(=C(C=C1)F)Cl